NC1=C(C=CC(=C1)F)NC(/C=C/C=1C=C2CCC(C2=CC1)N(C(OC(C)(C)C)=O)CCC1=C(NC2=CC=CC=C12)C)=O tert-butyl (E)-(5-(3-((2-amino-4-fluorophenyl)amino)-3-oxoprop-1-en-1-yl)-2,3-dihydro-1H-inden-1-yl)(2-(2-methyl-1H-indol-3-yl)ethyl)carbamate